ClC=1C=NN(C(C1Cl)=O)CC(=O)NC1=CC2=C(N=C(NS2(=O)=O)C)C=C1 2-(4,5-Dichloro-6-oxopyridazin-1(6H)-yl)-N-(3-methyl-1,1-dioxido-2H-benzo[e][1,2,4]thiadiazin-7-yl)acetamide